N-(4-fluoro-2-vinylphenyl)benzamide FC1=CC(=C(C=C1)NC(C1=CC=CC=C1)=O)C=C